N-[2-(2,6-dioxopiperidin-3-yl)-1-oxoisoindolin-4-yl]-2,4-dihydroxy-5-isopropylbenzamide O=C1NC(CCC1N1C(C2=CC=CC(=C2C1)NC(C1=C(C=C(C(=C1)C(C)C)O)O)=O)=O)=O